(P)-6-chloro-7-(2-fluoro-6-hydroxyphenyl)-1-(2-methyl-4-(2-propanyl)-3-pyridinyl)-4-((2S)-2-methyl-4-(2-propenoyl)-1-piperazinyl)pyrido[2,3-d]pyrimidin-2(1H)-one ClC1=CC2=C(N(C(N=C2N2[C@H](CN(CC2)C(C=C)=O)C)=O)C=2C(=NC=CC2C(C)C)C)N=C1C1=C(C=CC=C1O)F